C(C)(C)(C)N1C[C@@H](N(CC1)C1=NC(=C(C=C1C(=O)OC)C(F)(F)F)Cl)CO tert-butyl-(R)-4-(6-chloro-3-(methoxycarbonyl)-5-(trifluoromethyl)pyridin-2-yl)-3-(hydroxymethyl)piperazine